OCC(=O)NC1C(OCCC1)(C(=O)O)OCCCCCCOC (2-hydroxyacetamido)-2-((6-methoxyhexyl)oxy)tetrahydro-2H-pyran-2-carboxylic acid